5-cyclopropyl-4-[(1-naphthyl)methyl]-2-oxo-8-(m-tolyl)-7-thia-1-azabicyclo[4.3.0]Nonane-3,5,8-triene-9-carboxylic acid C1(CC1)C=1C(=CC(N2C(=C(SC12)C=1C=C(C=CC1)C)C(=O)O)=O)CC1=CC=CC2=CC=CC=C12